4-(3-bromo-1H-pyrazol-1-yl)-N,N-dimethylaniline BrC1=NN(C=C1)C1=CC=C(N(C)C)C=C1